[Ti].SCCC[Si](OC)(OC)OC γ-mercaptopropyltrimethoxySilane titanium